(3,5-dichloropyridin-2-yl)cyclopropan-1-amine ClC=1C(=NC=C(C1)Cl)C1(CC1)N